C(C=C)(=O)OCCCCCCC n-heptanyl acrylate